NCC=1C=C(C=CC1)C1=CC(=CC=2C=COC21)COC2=C(C=CC=C2)C(C(=O)O)NC(=O)C2CC2 (-)-2-(2-((7-(3-(aminomethyl)phenyl)benzofuran-5-yl)methoxy)phenyl)-2-(cyclopropanecarboxamido)acetic acid